(dimethylbiphenylyl)(dimethylfluorenyl)(diphenylfluorenyl)amine CC1=C(C(=C(C=C1)C1=CC=CC=C1)N(C1=C(C(=CC=2C3=CC=CC=C3CC12)C1=CC=CC=C1)C1=CC=CC=C1)C1=C(C(=CC=2C3=CC=CC=C3CC12)C)C)C